(Z)-2-(5-bromo-2-fluoro-pyridine-3-carbonyl)-3-(dimethylamino)prop-2-enoic acid ethyl ester C(C)OC(\C(=C/N(C)C)\C(=O)C=1C(=NC=C(C1)Br)F)=O